N-(4-(4-amino-7-methyl-5-(2-methyl-1-oxoisoindolin-5-yl)-7H-pyrrolo[2,3-d]pyrimidin-6-yl)phenyl)methacrylamide NC=1C2=C(N=CN1)N(C(=C2C=2C=C1CN(C(C1=CC2)=O)C)C2=CC=C(C=C2)NC(C(=C)C)=O)C